ethanol formic acid salt C(=O)O.C(C)O